C[C@@H]1O[C@@H](CN(C1)C1=CC=CC(=N1)C1=NC2=CC(=NC=C2C=C1)CNC(C1=CC(=C(C=C1)C)S(=O)(=O)C)=O)C N-((2-(6-((cis)-2,6-dimethylmorpholino)pyridin-2-yl)-1,6-naphthyridin-7-yl)methyl)-4-methyl-3-(methylsulfonyl)benzamide